FC(OC1=CC2=C(N=C(O2)C=2C(=C(C=CC2)C2=C(C(=CC=C2)C2=CC=C(C=C2)CNC[C@H]2NC(CC2)=O)F)C)C=C1CN1[C@@H](CCC1)C(=O)O)F ((6-(difluoromethoxy)-2-(2'-fluoro-2-methyl-4''-(((((S)-5-oxopyrrolidin-2-yl)methyl)amino)methyl)-[1,1':3',1''-terphenyl]-3-yl)benzo[d]oxazol-5-yl)methyl)-L-proline